(2-(dodeca-1,10-dien-1-yloxy)ethyl)benzene C(=CCCCCCCCC=CC)OCCC1=CC=CC=C1